C(CCC(=O)O)(=O)O.C1(C=CC(N1CCCCCC(=O)O)=O)=O 6-Maleimidylhexanoic Acid Succinate